[NH4+].CC(C(=O)O)CCC(CCCCCCCCCCCC(C(=O)O)C)O 2,17-dimethyl-5-hydroxy-octadecanedioic acid ammonium